C(=O)O.NC1CCN(CC1)C([C@@H](C)NC(C1=C(C=C(C=C1)NC=1C=2N(C=CN1)C(=CN2)C=2C(=NN(C2)CC#N)C(F)(F)F)C)=O)=O N-[(1R)-2-(4-amino-1-piperidyl)-1-methyl-2-oxo-ethyl]-4-[[3-[1-(cyanomethyl)-3-(trifluoromethyl)pyrazol-4-yl]imidazo[1,2-a]pyrazin-8-yl]amino]-2-methyl-benzamide formate